(E)-N-(2-((2-methoxy-6-(2-(2-methylbiphenyl-3-yl)vinyl)pyridin-3-yl)methylamino)ethyl)acetamide COC1=NC(=CC=C1CNCCNC(C)=O)\C=C\C=1C(=C(C=CC1)C1=CC=CC=C1)C